8-bromo-6-fluoro-3,4-dihydro-2H-1,4-benzoxazepin-5-one BrC1=CC2=C(C(NCCO2)=O)C(=C1)F